tert-Butyl (6-((2-(2,6-dioxopiperidin-3-yl)-1,3-dioxoisoindolin-5-yl)oxy)hexyl)(methyl)carbamate O=C1NC(CCC1N1C(C2=CC=C(C=C2C1=O)OCCCCCCN(C(OC(C)(C)C)=O)C)=O)=O